(1Z,19Z)-N,N-dimethylpentacosa-16,19-dien-8-amine CN(C(CCCCCCC)CCCCCCCC=CC\C=C/CCCCC)C